(3S,4R)-3-acrylamido-4-((6-(2,6-di-chloro-3,5-dimethoxyphenyl)-8-(oxetan-3-ylamino)pyrido[3,4-d]pyrimidin-2-yl)amino)-N-methylpyrrolidine-1-carboxamide C(C=C)(=O)N[C@H]1CN(C[C@H]1NC=1N=CC2=C(N1)C(=NC(=C2)C2=C(C(=CC(=C2Cl)OC)OC)Cl)NC2COC2)C(=O)NC